N'-(3-chlorophenyl)urea ClC=1C=C(C=CC1)NC(N)=O